COC=1C=C(C=C(C1OC)OC)N1C=NC(=C1)NC1=CC(=CC=2C=COC21)C(=O)N2C[C@@H](CCC2)NC(OC(C)(C)C)=O (R)-tert-butyl (1-(7-((1-(3,4,5-trimethoxyphenyl)-1H-imidazol-4-yl)amino)benzofuran-5-carbonyl)piperidin-3-yl)carbamate